CC=1C(=C(C=C(C1)C(F)(F)F)O)C=1C=NC=2C(N1)=NN(C2)[C@]2(COCC2)C (R)-3-methyl-2-(2-(3-methyltetrahydrofuran-3-yl)-2H-pyrazolo[3,4-b]pyrazin-6-yl)-5-(trifluoromethyl)phenol